N-(7-methoxy-4-phenyl-1H-1,3-benzodiazol-2-yl)-2-oxa-8-azaspiro[4.5]decane-8-carboxamide COC1=CC=C(C2=C1NC(=N2)NC(=O)N2CCC1(CCOC1)CC2)C2=CC=CC=C2